tri(p-fluorophenyl)silane FC1=CC=C(C=C1)[SiH](C1=CC=C(C=C1)F)C1=CC=C(C=C1)F